5-(3,5-dimethoxybenzyl)-3-[(2-hydroxyethyl)amino]-9,9-dimethyl-5,8,9,10-tetrahydro-6H-pyrido[2,3-e]pyrimido[1,2-c]pyrimidin-6-one COC=1C=C(CN2C(N3C(C4=C2C=C(C=N4)NCCO)=NCC(C3)(C)C)=O)C=C(C1)OC